(tert-butyl thietan-2-ylmethyl) carbamate C(N)(OC(C1SCC1)C(C)(C)C)=O